BrC=1C=CC=2C(C3=CC=CC=C3C2C1[N+](=O)[O-])(C)C 3-bromo-9,9-dimethyl-4-nitro-9H-fluorene